C(C)\[N+](\CCOCCOCCOCCOC)=C/1\C=CC2=NC3=CC(=C(C=C3OC2=C1)NCC)C (E)-N-ethyl-N-(7-(ethylamino)-8-methyl-3H-phenoxazin-3-ylidene)-2,5,8,11-tetraoxatridecan-13-aminium